6-methyl-3-(6-(piperazin-1-yl)pyridin-3-yl)-5,6,7,8-tetrahydropyrido[3,4-d]pyrimidin-4(3H)-one hydrochloride Cl.CC1CC2=C(N=CN(C2=O)C=2C=NC(=CC2)N2CCNCC2)CN1